CN=C1SC=CN1C N,3-dimethylthiazol-2(3H)-imine